bis(2-ethylhexyl) diphosphite O(P(OCC(CCCC)CC)OP([O-])[O-])CC(CCCC)CC